tert-butyl [2-[6-[(3R)-3-(tert-butylamino)pyrrolidin-1-yl]pyridazin-3-yl]-5-(2-methyloxazol-5-yl)-3-pyridyl] carbonate C(OC(C)(C)C)(OC=1C(=NC=C(C1)C1=CN=C(O1)C)C=1N=NC(=CC1)N1C[C@@H](CC1)NC(C)(C)C)=O